lithio 2-methyl-2-[2-[(1s,4s)-4-([3-[(tert-butoxy carbonyl) amino]piperidin-2-yl]methoxy)cyclohexyl]phenoxy]propanoate CC(C(=O)O[Li])(C)OC1=C(C=CC=C1)C1CCC(CC1)OCC1NCCCC1NC(=O)OC(C)(C)C